1-(2-((1-(4-carboxyphenyl)-1H-tetrazol-5-yl)thio)acetyl)indoline-5-carboxylic acid C(=O)(O)C1=CC=C(C=C1)N1N=NN=C1SCC(=O)N1CCC2=CC(=CC=C12)C(=O)O